Fmoc-Glycolic Acid C(=O)(OCC1C2=CC=CC=C2C2=CC=CC=C12)C(C(=O)O)O